2-[(2R,4S)-4-[(2-{5-[2-(2,4-Difluorophenyl)propan-2-yl]-1,2,4-oxadiazol-3-yl}-6-[(1S)-1-[(2S)-1-methylpyrrolidin-2-yl]ethoxy]pyrimidin-4-yl)oxy]piperidin-2-yl]acetonitrile FC1=C(C=CC(=C1)F)C(C)(C)C1=NC(=NO1)C1=NC(=CC(=N1)O[C@@H]1C[C@H](NCC1)CC#N)O[C@@H](C)[C@H]1N(CCC1)C